4-(1-((methoxy-d3)methyl)-3,8-diazabicyclo[3.2.1]octane-3-yl)-2-(methylthio)pyrido[4,3-d]pyrimidine C(OCC12CN(CC(CC1)N2)C=2C1=C(N=C(N2)SC)C=CN=C1)([2H])([2H])[2H]